The molecule is a polycyclic cage attached to a 2-carboxyethyl side chain. It is isolated from Streptomyces platensis. It has a role as a metabolite. It is a cyclic ketone, a monocarboxylic acid, a cyclic ether and a polycyclic cage. C[C@]12C[C@]34C[C@H]1C[C@@H]([C@H]3[C@](C(=O)C=C4)(C)CCC(=O)O)O2